(R)-1-[(R)-7-(4-fluorobenzoyl)-8-methyl-3-(3-Methyl-1,2,4-thiadiazol-5-yl)-5,6,7,8-tetrahydroimidazo[1,5-a]pyrazin-1-yl]-5-oxopyrrole FC1=CC=C(C(=O)N2[C@@H](C=3N(CC2)C(=NC3N3CC=CC3=O)C3=NC(=NS3)C)C)C=C1